6-(3-Fluoro-4-(4-isobutylpiperazin-1-yl)phenyl)-1,4-dimethyl-2-(4-(methylsulfonyl)phenyl)-1H-pyrrolo[3,2-c]pyridin FC=1C=C(C=CC1N1CCN(CC1)CC(C)C)C1=CC2=C(C(=N1)C)C=C(N2C)C2=CC=C(C=C2)S(=O)(=O)C